C(=O)O.C(C)(C)(C)OC(CCCCN(C)C(=O)OC1=C2C(=CNC2=CC=C1)CCN(C)C)=O.CC1N(CCCC1)C(C(C)OC1=CC=C2C(=CC(OC2=C1)=O)C1=CC=CC=C1)=O methyl-(3R)-1-[2-(2-oxo-4-phenyl-chromen-7-yl)oxypropanoyl]piperidine tert-butyl-5-({3-[2-(dimethylamino)ethyl]-4-indolyloxycarbonyl}-N-methylamino)valerate formate